4-(2-Aminopropyl)phenol NC(CC1=CC=C(C=C1)O)C